COC(C=1C(C2=CC=CC=C2C(C1)=O)=O)C1=NC=C(C=C1)C(F)(F)F 2-(methoxy(5-(trifluoromethyl)pyridin-2-yl)methyl)naphthalene-1,4-dione